OCCN1[C@@H]2[C@@H](CC[C@H]1CC2)NC2=CC=C(N=N2)C2=C(C=C(C=C2C)C(F)(F)F)O 2-(6-(((1s,2r,5s)-8-(2-hydroxyethyl)-8-azabicyclo[3.2.1]oct-2-yl)amino)pyridazin-3-yl)-3-methyl-5-(trifluoromethyl)phenol